CC1=C(C(=[N+](C=C1)C)C)C tetramethylpyridinium